ClC1=C(C(=CC=C1Cl)O)N1C(CCCC1)C(=O)N (2,3-dichloro-6-hydroxyphenyl)piperidine-2-carboxamide